9-Fluoro-8-iodobenzo[5,6][1,4]dioxino[2,3-b]pyrazine-7-carbonitrile FC1=C(C(=CC=2OC=3C(=NC=CN3)OC21)C#N)I